6-(4-amino-4-phenylpiperidin-1-yl)-3-(7-chloro-2-methylbenzo[d]thiazol-6-yl)-1H-pyrazolo[3,4-d]pyrimidine-4-carboxamide NC1(CCN(CC1)C1=NC(=C2C(=N1)NN=C2C2=C(C1=C(N=C(S1)C)C=C2)Cl)C(=O)N)C2=CC=CC=C2